2'-chloro-5'-methoxy-6-methyl-N-(5-((methylsulfonyl)methyl)-1,3,4-thiadiazol-2-yl)-(4,4'-bipyridine)-3-carboxamide ClC1=NC=C(C(=C1)C1=C(C=NC(=C1)C)C(=O)NC=1SC(=NN1)CS(=O)(=O)C)OC